diprop-2-enyl 2-methylidenebutanedioate C=C(C(=O)OCC=C)CC(=O)OCC=C